N1=C(C=CC=C1)CCSCCSCCC1=NC=CC=C1 1,8-Bis(2-pyridyl)-3,6-dithiaoctan